tert-butyl (R)-3-((S)-1-(tert-butoxy)-1-oxo-3-(4-(4-oxocyclohexyl)phenyl)propan-2-yl)pyrrolidine-1-carboxylate C(C)(C)(C)OC([C@@H](CC1=CC=C(C=C1)C1CCC(CC1)=O)[C@@H]1CN(CC1)C(=O)OC(C)(C)C)=O